C1(=CC=CC=C1)C(=O)SCCCCCCCCCCCC S-dodecyl phenylthiocarboxylate